N-(1,2-Dihydroacenaphthylen-5-yl)-4-fluorobenzamide C1CC2=CC=C(C3=CC=CC1=C23)NC(C2=CC=C(C=C2)F)=O